5-Butoxy-3-(4-(((3R,5S)-3,5-dimethylpiperazin-1-yl)methyl)benzyl)-1H-pyrazolo[4,3-d]pyrimidin-7-amine C(CCC)OC=1N=C(C2=C(N1)C(=NN2)CC2=CC=C(C=C2)CN2C[C@H](N[C@H](C2)C)C)N